1,9-bis(trifluoromethyl)-1,3,4,5,6,7,8,9-octahydro-2H-cyclopenta[e]-as-indacen-2-one FC(C1C(CC2=C3C(=C4CCC(C4=C12)C(F)(F)F)CCC3)=O)(F)F